OC=1C=C(C=NC1)C#CC=1C=C(C(=O)N2CCN(CC2)C2=CC=C(N=N2)C(=O)NS(=O)(=O)CCC(F)(F)F)C=C(C1)C(F)(F)F 6-[4-[3-[2-(5-Hydroxypyridin-3-yl)ethynyl]-5-(trifluoromethyl)benzoyl]piperazin-1-yl]-N-(3,3,3-trifluoropropylsulfonyl)pyridazine-3-carboxamide